COC1=CC=C(C=C1)S(=O)(=O)N1CC2=C(CC1)C=C(N2C)C(=O)OCC ethyl 6-((4-methoxyphenyl) sulfonyl)-1-methyl-4,5,6,7-tetrahydro-1H-pyrrolo[2,3-c]pyridine-2-carboxylate